(phenyl)(naphthyl)(diphenylcarbazolyl)biphenyl 5-(Benzyloxy)-4-(4-hydroxyisoindoline-2-carbonyl)-1,3-phenylene bis(4-methylbenzenesulfonate) CC1=CC=C(C=C1)S(=O)(=O)OC1=CC(=C(C(=C1)OCC1=CC=CC=C1)C(=O)N1CC2=CC=CC(=C2C1)O)OS(=O)(=O)C1=CC=C(C=C1)C.C1(=CC=CC=C1)C1=C(C(=C(C=C1)C1=CC=CC=C1)C1=C(C(=CC=2C3=CC=CC=C3NC12)C1=CC=CC=C1)C1=CC=CC=C1)C1=CC=CC2=CC=CC=C12